(R)-N-(sec-butyl)-1-((6-((2-methoxy-4-propylbenzyl)oxy)-1-methyl-3,4-dihydronaphthalen-2-yl)methyl)azetidine-3-carboxamide [C@@H](C)(CC)NC(=O)C1CN(C1)CC1=C(C2=CC=C(C=C2CC1)OCC1=C(C=C(C=C1)CCC)OC)C